3-(3-(hydroxymethyl)-4-methylphenyl)-2,2-dimethylpropanoate OCC=1C=C(C=CC1C)CC(C(=O)[O-])(C)C